4-Allyloxy-2-hydroxybenzophenon C(C=C)OC1=CC(=C(C(=O)C2=CC=CC=C2)C=C1)O